Disodium dihydrogen [4-(methylthio) phenylthio] methanebisphosphonate C(P(O)(=O)O)P([O-])(=O)OSC1=CC=C(C=C1)SC.[Na+].[Na+].CSC1=CC=C(C=C1)SOP([O-])(=O)CP(O)(=O)O